C1=C(C(=CC=2N3CC4=C(N(CC21)C3)C=C(C(=C4)O)O)O)O 6H,12H-5,11-methanodibenzo[b,f][1,5]diazocine-2,3,8,9-tetraol